NCCOCCOCCOCCOC1=C(C=C(C=C1OC)NC1=C(C=2N(C(=N1)SC)C=CN2)C(=O)N)OC 7-((4-(2-(2-(2-(2-Aminoethoxy)ethoxy)ethoxy)ethoxy)-3,5-dimethoxyphenyl)amino)-5-(methylthio)imidazo[1,2-c]pyrimidine-8-carboxamide